[Na].N1N=CN=C1 1,2,4-triazole sodium